tert-butyl 8-((2-chloro-4-fluorophenoxy)methyl)-3-azabicyclo[3.2.1]octane-3-carboxylate ClC1=C(OCC2C3CN(CC2CC3)C(=O)OC(C)(C)C)C=CC(=C1)F